8-bromo-2-(4,4-dimethylpiperidin-1-yl)-6-methyl-4H-chromen-4-one BrC=1C=C(C=C2C(C=C(OC12)N1CCC(CC1)(C)C)=O)C